6-methyl-(tetrahydro-2H-pyran-4-yloxy)-1H-pyrazole Ethyl-(2S)-2-[[(2S)-2-amino-3-[4-[bis(2-chloroethyl)amino]phenyl]propanoyl]amino]-3-(4-fluorophenyl)propanoate C(C)OC([C@H](CC1=CC=C(C=C1)F)NC([C@H](CC1=CC=C(C=C1)N(CCCl)CCCl)N)=O)=O.CC1CC(CCO1)ON1N=CC=C1